3-hydroxy-2,2-dimethylpropyl trifluoroacetate FC(C(=O)OCC(CO)(C)C)(F)F